FC1(CC(C1)COC1CN(CCC1)C1CCNCC1)F 3-[(3,3-Difluorocyclobutyl)methoxy]-1,4'-bipiperidine